(2S,4R)-1-(3,3-difluoro-1-methylcyclobutane-1-carbonyl)-4-fluoropyrrolidine-2-carboxylic acid FC1(CC(C1)(C(=O)N1[C@@H](C[C@H](C1)F)C(=O)O)C)F